FC1=C(C(=C(C(=C1[B-](C1=C(C(=C(C(=C1F)F)F)F)F)(C1=C(C(=C(C(=C1F)F)F)F)F)C1=C(C(=C(C(=C1F)F)F)F)F)F)F)F)F.C[NH+](CCCCCCCCCCCCCCCCCC)CCCCCCCCCCCCCCCCCC methyl-dioctadecylammonium Tetrakis(pentafluorophenyl)borate